[SiH3]N1[SiH2]N[SiH2]1 N-silyl-cyclodisilazane